BrC1=C(C=C(C=C1)NC(OC(C)C)=O)P(=O)(CC)CC isopropyl (4-bromo-3-(diethylphosphoryl)phenyl)carbamate